ClC1=NC=C(C(=N1)N1CC(OC[C@@H]1C)(C)C)F (S)-4-(2-chloro-5-fluoropyrimidin-4-yl)-2,2,5-trimethylmorpholine